2-Isopropyl-N,2,3-trimethylbutylamide C(C)(C)C(C[N-]C)(C(C)C)C